FC(C1=NN=C(O1)C=1C=CC(=NC1)CN1C(N(C2=CC=C(C=C2C1=O)F)CC1CCN(CC1)C(=O)OC(C)(C)C)=O)F Tert-butyl 4-((3-((5-(5-(difluoromethyl)-1,3,4-oxadiazole-2-yl)pyridine-2-yl)methyl)-6-fluoro-2,4-dioxo-3,4-dihydroquinazoline-1(2H)-yl)methyl)piperidine-1-carboxylate